CN1N=CC2=C(C(=CC=C12)C)N1CCC(CC1)C1=CC=2C(=NC(=CN2)C)N(C1=O)CC1=NC=CC=C1C(F)(F)F 7-(1-(1,5-Dimethyl-1H-indazol-4-yl)piperidin-4-yl)-3-methyl-5-((3-(trifluoromethyl)pyridin-2-yl)methyl)pyrido[2,3-b]pyrazin-6(5H)-one